8-(2-(hydroxymethyl)-5-nitrophenyl)-2',3',5',6'-tetrahydro-3H-spiro[benzo[b][1,4]oxazepin-2,4'-pyran]-4(5H)-one OCC1=C(C=C(C=C1)[N+](=O)[O-])C=1C=CC2=C(OC3(CCOCC3)CC(N2)=O)C1